[2-14C]-acetate C([14CH3])(=O)[O-]